2-((4-(1-(tetrahydro-2H-pyran-2-yl)-1H-pyrazol-5-yl)-1H-benzo[d]imidazole-6-yl)amino)pyrimidine-5-carbonitrile O1C(CCCC1)N1N=CC=C1C1=CC(=CC=2NC=NC21)NC2=NC=C(C=N2)C#N